ClC=1C(=NC(=NC1)NC1=C(C=C(C=C1)N1CCN(CC1)C)OC(F)F)N[C@H]1[C@@H](CCCC1)C(=O)N (1R,2R)-2-((5-chloro-2-((2-(difluoromethoxy)-4-(4-methylpiperazin-1-yl)phenyl)amino)pyrimidin-4-yl)amino)cyclohexane-1-carboxamide